C(#N)C=1C(=C2C(=NC1)N(C=C2)S(=O)(=O)C2=CC=CC=C2)N(C2C[C@@H]1[C@@H](CN(C1)C(=O)NC1=NC(=NS1)C=O)C2)C (3aR,5s,6aS)-5-((5-cyano-1-(benzenesulfonyl)-1H-pyrrolo[2,3-b]pyridin-4-yl)(methyl)amino)-N-(3-formyl-1,2,4-thiadiazole-5-yl)hexahydrocyclopenta[c]pyrrole-2(1H)-carboxamide